ClC1=CC=C(C=C1)C1=CC(=NC(=N1)C1=CN=NC=C1)N1C[C@H](CC1)O (S)-1-(6-(4-chlorophenyl)-2-(pyridazin-4-yl)pyrimidin-4-yl)pyrrolidin-3-ol